CSC1=NC=C(C(=N1)NC(C)(C)CC)C#N 2-(methylthio)-4-(tert-pentylamino)pyrimidine-5-carbonitrile